C(C)(=O)C1=CC=C(C=C1)N1CN2N(CC=C3C2C=2C=CC(=CC2OC3(C)C)N3CCNCC3)C1 2-(4-acetylphenyl)-7,7-dimethyl-10-(piperazin-1-yl)-5,12b-dihydro-1H,7H-chromeno[4,3-c][1,2,4]triazolo[1,2-a]Pyridazine